2-[[2-Chloro-5-(3,5-dimethyl-2,6-dioxo-4-thioxo-1,3,5-triazin-1-yl)-4-fluoro-benzoyl]amino]acetic acid methyl ester COC(CNC(C1=C(C=C(C(=C1)N1C(N(C(N(C1=O)C)=S)C)=O)F)Cl)=O)=O